5-chloro-2-{[(4-cyclopropyloxan-4-yl)amino]methyl}-7,8-dihydro-6H-spiro[[1,3]oxazolo[5,4-f]quinazoline-9,1'-cyclohexan]-7-one ClC=1C=C2C(=C3C1NC(NC31CCCCC1)=O)OC(=N2)CNC2(CCOCC2)C2CC2